2-[(4-fluoro)-phenylalanyl]-3-(4-benzyloxyphenyl)-propionic acid FC1=CC=C(C[C@H](N)C(=O)C(C(=O)O)CC2=CC=C(C=C2)OCC2=CC=CC=C2)C=C1